8-[(2S)-1-fluoropropan-2-yl]pyrido[2,3-d]pyrimidin-7(8H)-one FC[C@H](C)N1C(C=CC2=C1N=CN=C2)=O